2-(3-(hydroxymethyl)isoxazol-5-yl)-3-methylbutyric acid ethyl ester C(C)OC(C(C(C)C)C1=CC(=NO1)CO)=O